2-((3-(3-morpholino-8,9-dihydropyrido[3',2':4,5]pyrrolo[1,2-a]pyrazin-7(6H)-yl)-3-oxopropoxy)methyl)azetidin O1CCN(CC1)C1=CC=2C=C3N(CCN(C3)C(CCOCC3NCC3)=O)C2N=C1